methyl 1-(2-acetoxyethyl)-8-((5-(4-methylpiperazin-1-yl)-2-(trifluoromethoxy) phenyl) amino)-4,5-dihydro-1H-pyrazolo[4,3-H]quinazoline-3-carboxylate C(C)(=O)OCCN1N=C(C=2CCC=3C=NC(=NC3C21)NC2=C(C=CC(=C2)N2CCN(CC2)C)OC(F)(F)F)C(=O)OC